CC1(N(CCNC1)C(=O)C=1C=CC(NC1)=O)C 5-(2,2-dimethylpiperazine-1-carbonyl)-1H-pyridin-2-one